C1(=CC=CC=C1)P(C1=CC=CC=C1)(C1=CC=CC=C1)[Pd](P(C1=CC=CC=C1)(C1=CC=CC=C1)C1=CC=CC=C1)(Cl)Cl [bis(triphenylphosphino)]palladium dichloride